bis(5-dimethylaminocarbonyloxy-2-chloro-4-fluorophenyl) trisulfide CN(C(=O)OC=1C(=CC(=C(C1)SSSC1=C(C=C(C(=C1)OC(=O)N(C)C)F)Cl)Cl)F)C